C(C)(=O)N1CC(C1)[C@H](C=1C=C(C=CC1)N1C(C2=CC(=CC(=C2C1)C(F)(F)F)CNC1(CCC1)C)=O)C1=NN=CN1C (R)-2-(3-((1-acetylazetidin-3-yl)(4-methyl-4H-1,2,4-triazol-3-yl)methyl)phenyl)-6-(((1-methylcyclobutyl)amino)methyl)-4-(trifluoromethyl)isoindolin-1-one